(E)-3-[4-[6-(4-Chlorophenyl)-4-hydroxyoxan-2-yl]phenyl]-1-(4-fluorophenyl)prop-2-en-1-one ClC1=CC=C(C=C1)C1CC(CC(O1)C1=CC=C(C=C1)/C=C/C(=O)C1=CC=C(C=C1)F)O